2,2-Dimethyl-1'-(2,4,6-trichlorophenyl)-2,3-dihydro-1H-spiro[pyrazolo[1,2-a]indazole-9,3'-pyrrolidine]-1,2',5'-trione CC1(C(N2N(C=3C=CC=CC3C23C(N(C(C3)=O)C3=C(C=C(C=C3Cl)Cl)Cl)=O)C1)=O)C